COC=1C=C(C=CC1OC)C=1C=C(N(S(N1)(=O)=O)C)C(=O)NC1=CC(=CC=C1)C 5-(3,4-dimethoxyphenyl)-2-methyl-N-(3-methylphenyl)-1,1-dioxo-2H-1λ6,2,6-thiadiazine-3-carboxamide